O[C@H]1[C@@H](O)[C@H](O)[C@H](O1)CO β-D-arabinofuranose